C(C)OC=1C=C(N)C=C(C1)C1=C(C=NN1C)C1=NN=CN1C 3-ethoxy-5-(1-methyl-4-(4-methyl-4H-1,2,4-triazol-3-yl)-1H-pyrazol-5-yl)aniline